NCCS(=O)(=O)O Taurin